C(C)OC(=O)C1=C(N=C(N1)[C@H]1N(CCC1)C(=O)OC(C)(C)C)C1=CC=C(C=C1)C(NC1=NC=CC(=C1)C)=O (S)-2-(1-(tert-butoxycarbonyl)pyrrolidine-2-yl)-4-(4-((4-methylpyridin-2-yl)Carbamoyl)phenyl)-1H-imidazole-5-carboxylic acid ethyl ester